3-bromo-5-((3-fluoro-4-methylphenyl)amino)pyridine BrC=1C=NC=C(C1)NC1=CC(=C(C=C1)C)F